FC(OC1=C(C(=O)OC)C=C(C(=C1)F)[N+](=O)[O-])F methyl 2-(difluoromethoxy)-4-fluoro-5-nitrobenzoate